N1=CC(=CC=C1)N1N=C2C=CC=C(C2=C1)C(=O)N 2-(3-pyridinyl)-2H-indazole-4-carboxamide